1-(4-((4-(3-hydroxy-2-(pyridin-2-yl)-4,5,6,7-tetrahydro-2H-indazol-5-yl)piperazine-1-yl)methyl)piperidin-1-yl)ethan-1-one OC=1N(N=C2CCC(CC12)N1CCN(CC1)CC1CCN(CC1)C(C)=O)C1=NC=CC=C1